O1C(=CC=C1)C=1SC=C(N1)C1=NC2=C(N1)C=C(C=C2)[N+](=O)[O-] 2-(Furan-2-yl)-4-(6-nitro-1H-benzo[d]imidazol-2-yl)thiazole